[C@@H]1([C@@H](O)[C@H](O)[C@H](O1)CO)N1C(=O)N=C(N)C=C1 1β-D-arabinofuranosylcytosine